C(=C)C1C2=C(NC(O1)=O)C=CC=C2 4-vinyl-1,4-dihydro-2H-benzo[d][1,3]oxazin-2-one